N-[4-(Chlorodifluoromethoxy)phenyl]-1-{1-methyl-1H-pyrazolo[4,3-b]pyridin-6-yl}-6-oxo-1,6-dihydropyridine-3-carboxamide ClC(OC1=CC=C(C=C1)NC(=O)C1=CN(C(C=C1)=O)C=1C=C2C(=NC1)C=NN2C)(F)F